1-((R)-2-((6-oxo-5-(trifluoromethyl)-1,6-dihydropyridazin-4-yl)amino)propyl)piperidine O=C1C(=C(C=NN1)N[C@@H](CN1CCCCC1)C)C(F)(F)F